Bisacryloyl-piperazin C(C=C)(=O)N1CCN(CC1)C(C=C)=O